pentaerythritol β-laurylthiopropionate C(CCCCCCCCCCC)C(C(=S)O)C.C([C@H](O)[C@H](O)CO)O.C([C@H](O)[C@H](O)CO)O.C([C@H](O)[C@H](O)CO)O.C([C@H](O)[C@H](O)CO)O.C([C@H](O)[C@H](O)CO)O